3-[4-(dimethylamino)phenyl]acrylonitrile CN(C1=CC=C(C=C1)C=CC#N)C